N-[(3SR,4RS)-4-({[4-(difluoromethyl)cyclohexyl]oxy}methyl)-7-methyl-6-oxo-1,3,4,6-tetrahydro-2H-quinolizin-3-yl]methanesulfonamide FC(C1CCC(CC1)OC[C@H]1[C@H](CCC2=CC=C(C(N12)=O)C)NS(=O)(=O)C)F |r|